OC12C(=NC3=CN=CC=C3C1=O)N(CC2)C2=CC=C(C(=O)N)C=C2 4-{3a-hydroxy-4-oxo-1H,2H,3H,3aH,4H-pyrrolo[2,3-b]1,7-naphthyridin-1-yl}benzamide